FC(C(CCF)F)(F)F 1,1,1,2,4-pentafluorobutane